2-methyl-4-(methylthio)-7-oxo-7,8-dihydropyrido[2,3-d]pyrimidine-6-carboxylic acid CC=1N=C(C2=C(N1)NC(C(=C2)C(=O)O)=O)SC